Oxazepinone C1=CC(=O)NOC=C1